O.N[C@@H](CCCCN)C(=O)O |r| D,L-lysine monohydrate